[Na+].C(CCCCCCCCC)C(C(C(=O)[O-])S(=O)(=O)[O-])(C(=O)[O-])CCCCCCCCCC.[Na+].[Na+] didecyl-sulfosuccinic acid sodium salt